tert-butyl (2-butoxy-7-(hydroxy(3-methoxypyridin-2-yl)methyl)imidazo[2,1-f][1,2,4]triazin-4-yl)(tert-butoxycarbonyl)carbamate C(CCC)OC1=NN2C(C(=N1)N(C(OC(C)(C)C)=O)C(=O)OC(C)(C)C)=NC=C2C(C2=NC=CC=C2OC)O